C[C@@H]1O[C@@H](CN(C1)CC1=CC(=NC(=C1)NC=1SC(=CN1)C=1OC(=NN1)C1=CC=CC=C1)NC12CCC(CC1)(C2)O)C 4-((4-(((2S,6R)-2,6-dimethylmorpholino)methyl)-6-((5-(5-phenyl-1,3,4-oxadiazole-2-yl)thiazol-2-yl)amino)pyridin-2-yl)amino)bicyclo[2.2.1]heptan-1-ol